C(C)(=O)NCCCCN N-acetylputrescine